C(#N)C=1C(=NNC1)CCNC(OC(C)(C)C)=O tert-butyl N-[2-(4-cyano-1H-pyrazol-3-yl)ethyl]carbamate